(3S)-1-(5-{7-cyclopropyl-5-[(1R)-1-methyl-1,2,3,4-tetrahydroisoquinoline-2-carbonyl]-pyrazolo[1,5-a]pyrimidin-2-yl}-6-fluoropyridin-2-yl)-N-methylpyrrolidine-3-carboxamide C1(CC1)C1=CC(=NC=2N1N=C(C2)C=2C=CC(=NC2F)N2C[C@H](CC2)C(=O)NC)C(=O)N2[C@@H](C1=CC=CC=C1CC2)C